C1CCCCCC1 trans-cycloheptane